Tetrapotassium ethylenediamine tetraacetate C(C)(=O)ON(CCN(OC(C)=O)OC(C)=O)OC(C)=O.[K].[K].[K].[K]